tert-Butyl 3-{1-[2-(4-chlorophenyl)imidazo[1,2-a]pyrimidin-3-yl]methyl}-3,8-diazabicyclo[3.2.1]octane-8-carboxylate ClC1=CC=C(C=C1)C=1N=C2N(C=CC=N2)C1CN1CC2CCC(C1)N2C(=O)OC(C)(C)C